NC1=CC(=C(C=C1)O)CO 4-amino-2-hydroxymethylphenol